3-methyl-2-butene-1-aldehyde-diprenylacetal C(C=C(C)C)OC(C=C(C)C)OCC=C(C)C